2,6,10,15,19,23-Hexamethyltetracosane CC(C)CCCC(CCCC(CCCCC(CCCC(CCCC(C)C)C)C)C)C